(R)-3-(((2R,3S)-3-(3,3-difluorobutyl)-2-fluoro-5-(4-fluorophenyl)-1,1-dioxido-7-(trifluoromethyl)-2,3,4,5-tetrahydrobenzo[b][1,4]thiazepin-8-yl)oxy)-2-methylpropanoic acid FC(CC[C@H]1CN(C2=C(S([C@H]1F)(=O)=O)C=C(C(=C2)C(F)(F)F)OC[C@H](C(=O)O)C)C2=CC=C(C=C2)F)(C)F